(R)-N-[5-[2-cyano-5-[(3R)-1-(2,2,2-trifluoroethyl)pyrrolidin-3-yl]oxy-4-pyridyl]pyrazolo[1,5-a]pyridin-2-yl]cyclopropanecarboxamide C(#N)C1=NC=C(C(=C1)C1=CC=2N(C=C1)N=C(C2)NC(=O)C2CC2)O[C@H]2CN(CC2)CC(F)(F)F